1-(3-fluoro-4-(((1',2',3',6'-tetrahydro-[2,4'-bipyridin]-6-yl)oxy)methyl)phenyl)ethan-1-one FC=1C=C(C=CC1COC1=CC=CC(=N1)C=1CCNCC1)C(C)=O